1,2,3-tris(3-hydroxypropyl)imidazolium OCCCN1C(=[N+](C=C1)CCCO)CCCO